(3aS,6aS)-5-Methyl-2,3,3a,4,6,6a-hexahydro-1H-pyrrolo[3,4-b]pyrrole CN1C[C@H]2NCC[C@H]2C1